C12CN(CC(CC1)N2)C=2C=CC(=C(C(=O)NC1(CC1)C1=C3C=CC=NC3=CC(=C1)C=1N=C(OC1)C)C2)C 5-(3,8-Diazabicyclo[3.2.1]octan-3-yl)-2-methyl-N-(1-(7-(2-methyloxazol-4-yl)quinolin-5-yl)cyclopropyl)benzamide